thioxodihydropyrimidine-4,6(1H,5H)-dione S=C1NC(CC(N1)=O)=O